CN1C(C(=C(C2=CC(=C(C=C12)O[C@H]1COCC1)C)N1CCC(CC1)C1=NC(=NO1)C1=C(C=CC=C1)C)C(=O)N)=O |r| racemic-1,6-dimethyl-4-{4-[3-(2-methylphenyl)-1,2,4-oxadiazol-5-yl]piperidin-1-yl}-2-oxo-7-[(oxolan-3-yl)oxy]-1,2-dihydroquinoline-3-carboxamide